C(=O)N formic acid, amide